benzyl (R)-((4,4-difluorocyclohexyl)(5-formylbenzo[d]oxazol-2-yl)methyl)carbamate FC1(CCC(CC1)[C@H](C=1OC2=C(N1)C=C(C=C2)C=O)NC(OCC2=CC=CC=C2)=O)F